FC=1C(=C(C=CC1)[C@@]1(C[C@H](CC1)C=1C=C2C=NN(C2=CC1)C)C(=O)O)C cis-1-(3-fluoro-2-methylphenyl)-3-(1-methyl-1H-indazol-5-yl)cyclopentane-1-carboxylic acid